CN(C=NC1=NC=CC(=C1)OC1=C(C=C(C=C1)[N+](=O)[O-])C)C N,N-dimethyl-N'-(4-(2-methyl-4-nitrophenoxy)pyridin-2-yl)formimidamide